phenyl (perfluoro-tert-butyl) disulfide FC(C(C(F)(F)F)(C(F)(F)F)SSC1=CC=CC=C1)(F)F